N-(6'-(Hydroxymethyl)-6-methoxy-[2,3'-bipyridin]-5-yl)-4-methyl-1-phenyl-1H-1,2,3-triazole-5-carboxamide OCC1=CC=C(C=N1)C1=NC(=C(C=C1)NC(=O)C1=C(N=NN1C1=CC=CC=C1)C)OC